(tert-butoxycarbonyl)-1-benzothiophene-5-carboxylic acid C(C)(C)(C)OC(=O)C=1SC2=C(C1)C=C(C=C2)C(=O)O